(imidazo[1,2-a]pyridin-2-yl)ethan-1-ol N=1C(=CN2C1C=CC=C2)C(C)O